C1=NC=C(C2=CC=CC=C12)N1C(N(C2=CC=C(C=C2C1=O)C(F)(F)F)CCOC)=O 3-(isoquinolin-4-yl)-1-(2-methoxyethyl)-6-(trifluoromethyl)quinazoline-2,4(1H,3H)-dione